N-((1r,4r)-4-(3-chloro-4-cyano-2-methylphenoxy)cyclohexyl)-6-(4-(piperidine-4-carbonyl)piperazin-1-yl)pyridazine-3-carboxamide hydrochloride Cl.ClC=1C(=C(OC2CCC(CC2)NC(=O)C=2N=NC(=CC2)N2CCN(CC2)C(=O)C2CCNCC2)C=CC1C#N)C